FC1=C(CNC(=O)NC2CC3(CC3)C2)C=CC=C1C(F)(F)F 1-(2-fluoro-3-trifluoromethyl-benzyl)-3-spiro[2.3]hex-5-yl-urea